(3-methylpyridin-2-yl)propionic acid CC=1C(=NC=CC1)C(C(=O)O)C